4-(4-aminophenyl)-1,4-dihydrobenzo[f]quinoxaline-2,3-dione hydrochloride Cl.NC1=CC=C(C=C1)N1C(C(NC=2C3=C(C=CC12)C=CC=C3)=O)=O